Dihexyl tetradecan-1,14-diyl bis((2-(bis(3-aminopropyl)amino)ethyl)-phosphonate) tetrahydrochloride Cl.Cl.Cl.Cl.NCCCN(CCP(OCCCCCC)(OCCCCCCCCCCCCCCOP(OCCCCCC)(=O)CCN(CCCN)CCCN)=O)CCCN